C1=CC=C(C=2SC3=C(C21)C=CC=C3)C=3C=C(C=CC3)C3=CC(=CC=C3)C3=CN=C2C(=N3)OC3=C2C=2C=CC=CC2C=C3 9-[3'-(dibenzothiophene-4-yl)biphenyl-3-yl]naphtho[1',2':4,5]furo[2,3-b]pyrazine